O1C(OCC2=C1C=CC=C2)C2=CC(=NC(=N2)C(=O)N)C2=CC=C(C=C2)C#N 6-(benzo1,3-dioxanyl)-4-(4-cyanophenyl)-pyrimidineamide